(S)-N-(1-(7-Methoxyquinolin-5-yl)cyclopropyl)-2-methyl-5-(piperidin-2-yl-methoxy)benzamide COC1=CC(=C2C=CC=NC2=C1)C1(CC1)NC(C1=C(C=CC(=C1)OC[C@H]1NCCCC1)C)=O